3,5-dichloropyridine-4-formaldehyde ClC=1C=NC=C(C1C=O)Cl